N=1C=C(N2C1C=CC=C2)CN2CC(C1=CC=C(C=C21)C(=O)NC2=CC(=CC(=C2)C(F)(F)F)N2C=NC(=C2)C)C 1-(Imidazo[1,2-a]pyridin-3-ylmethyl)-3-methyl-N-(3-(4-methyl-1H-imidazol-1-yl)-5-(trifluoromethyl)phenyl)indolin-6-carboxamid